C(C)(C)(C)OC(NCCC1C(NC2=NC=C(C=C2C1)\C=C\C(=O)N(CC=1OC2=C(C1C)C=CC=C2)C)=O)=O tert-butyl-(E)-(2-(6-(3-(methyl((3-methylbenzofuran-2-yl)methyl)amino)-3-oxoprop-1-en-1-yl)-2-oxo-1,2,3,4-tetrahydro-1,8-naphthyridin-3-yl)ethyl)carbamate